(R)-N,N-dimethyl-pyrrolidin-3-amine CN([C@H]1CNCC1)C